ClC=1C(=CC=2N(C1)C(=CN2)N2CCN(CC2)C(C=C)=O)C2=C(C=CC(=C2)O)F 1-(4-(6-chloro-7-(2-fluoro-5-hydroxyphenyl)imidazo[1,2-a]pyridin-3-yl)piperazin-1-yl)prop-2-en-1-one